N[C@@H](C)C(=O)N[C@@H](CC(N)=O)C(=O)O alanylasparagine